1-methoxy-4-(2-methoxyvinyl)benzene COC1=CC=C(C=C1)C=COC